(9E,12E)-octadeca-9,12-dien-1-amine C(CCCCCCC\C=C\C\C=C\CCCCC)N